(R)-4-(6-((4-Hydroxy-1-(3-phenylbutanoyl)piperidin-4-yl)methyl)-2-methyl-7-oxo-6,7-dihydro-2H-pyrazolo[4,3-d]pyrimidin-3-yl)benzoic acid OC1(CCN(CC1)C(C[C@@H](C)C1=CC=CC=C1)=O)CN1C=NC=2C(C1=O)=NN(C2C2=CC=C(C(=O)O)C=C2)C